CNCC(C)(C)C N,2,2-trimethylpropan-1-amine